6-[4-amino-4-[2-[(4-chloro-2,3-dihydro-1H-inden-2-yl)methylamino]ethyl]-2-oxopyrrolidin-1-yl]-4H-pyrido[3,2-b][1,4]oxazin-3-one NC1(CC(N(C1)C=1C=CC=2OCC(NC2N1)=O)=O)CCNCC1CC2=CC=CC(=C2C1)Cl